FC1=C(C=CC(=C1)C(C)C(CC)C1=CC(=C(C=C1)O)F)[O-] 2-fluoro-4-[3-(3-fluoro-4-hydroxyphenyl)pent-2-yl]phenolate